1-Nitroterephthalic acid [N+](=O)([O-])C1(C(=O)O)CC=C(C(=O)O)C=C1